α,4-Dimethylbenzylamine CC(C1=CC=C(C=C1)C)N